(2S)-2-amino-4-(pyridin-2-yloxy)butanoic acid N[C@H](C(=O)O)CCOC1=NC=CC=C1